FC1=C2C=NN(C2=CC(=C1)F)C 4,6-difluoro-1-methylindazole